COC1=C(C2=C(C=N1)C(=CN2)C#N)C2=NC1=C(N2)C=CC(=C1OCCC)C1CCN(CC1)C 6-methoxy-7-(5-(1-methylpiperidin-4-yl)-4-propoxy-1H-benzo[d]imidazol-2-yl)-1H-pyrrolo[3,2-c]pyridine-3-carbonitrile